O=S1(N(CC2=C1C=C(C=C2)NC2=CC(=NN2C(C)(C)C)[C@@H]2C[C@@H](CC2)O)CC2=CC=C(C=C2)OC)=O 1,1-dioxo-6-((1-(tert-butyl)-3-((1S,3R)-3-hydroxycyclopentyl)-1H-pyrazol-5-yl)amino)-2-(4-methoxybenzyl)-2,3-dihydrobenzo[d]isothiazole